Cl.C(#N)C1=C(N=C(S1)N(C1=C(N=C2N1C=C(C=C2)C=2C=NC(=NC2)N2CCN(CC2)C(=O)NC2CCNCC2)CC)C)C2=CC=C(C=C2)F 4-(5-(3-((5-cyano-4-(4-fluorophenyl)thiazol-2-yl)(methyl)amino)-2-ethylimidazo[1,2-a]pyridin-6-yl)pyrimidin-2-yl)-N-(piperidin-4-yl)piperazine-1-carboxamide hydrochloride